C(C)(C)(C)OC(NC1=CC(=CC=C1)CN1C(C2=CC=C(C=C2C=N1)Br)=O)=O (3-((6-bromo-1-oxophthalazin-2(1H)-yl)methyl)phenyl)carbamic acid tert-butyl ester